(Z)-3-bromo-3-phenylacrylaldehyde Br\C(=C/C=O)\C1=CC=CC=C1